2-cyano-3-morpholinoacrylamide C(#N)C(C(=O)N)=CN1CCOCC1